(1S,3S,5S)-5-(morpholinomethyl)-2-((4-phenoxybutyryl)glycyl)-2-azabicyclo[3.1.0]hexane-3-carboxylic acid ethyl ester C(C)OC(=O)[C@H]1N([C@H]2C[C@]2(C1)CN1CCOCC1)C(CNC(CCCOC1=CC=CC=C1)=O)=O